Tert-butyl 1-{4-[2,6-bis(benzyloxy)pyridin-3-yl]-2-fluorophenyl}piperidine-4-carboxylate C(C1=CC=CC=C1)OC1=NC(=CC=C1C1=CC(=C(C=C1)N1CCC(CC1)C(=O)OC(C)(C)C)F)OCC1=CC=CC=C1